(2-methoxy-1,1-dimethyl-ethyl) 7-[3-(methylcarbamoyl)-7-(trifluoromethyl) thieno[3,2-b]pyridin-5-yl]-2,7-diazaspiro[3.5]nonane-2-carboxylate CNC(=O)C1=CSC=2C1=NC(=CC2C(F)(F)F)N2CCC1(CN(C1)C(=O)OC(COC)(C)C)CC2